FC(OC=1C=C(C=CC1)N1N=C(C=2C1=NC=C(C2)C(=O)NC2(CS(C2)(=O)=O)C)C2(CCC2)O)F 1-(3-(difluoromethoxy)phenyl)-3-(1-hydroxycyclobutyl)-N-(3-methyl-1,1-dioxidothietan-3-yl)-1H-pyrazolo[3,4-b]pyridine-5-carboxamide